CO[SiH](OC)CC1=NC=CC=C1 2-(dimethoxysilylmethyl)pyridine